N1(CCCC1)CCNC(O[C@H]1CC[C@@]2([C@H]3CC[C@@]4([C@H](CC[C@@]4([C@@H]3CC[C@@H]2C1)O)C=1C=CC(OC1)=O)C)C)=O (3S,5R,8R,9S,10S,13R,14S,17R)-14-hydroxy-10,13-dimethyl-17-(2-oxo-2H-pyran-5-yl)hexadecahydro-1H-cyclopenta[a]phenanthren-3-yl (2-(pyrrolidin-1-yl)ethyl)carbamate